(R)-2-((1-(2-(4-(2-(dimethylamino)ethoxy)phenyl)-6-methyl-4-oxo-4H-chromen-8-yl)ethyl)amino)benzoic acid CN(CCOC1=CC=C(C=C1)C=1OC2=C(C=C(C=C2C(C1)=O)C)[C@@H](C)NC1=C(C(=O)O)C=CC=C1)C